COC1=CC2=C(OCC(N2C([2H])([2H])[2H])=O)C=C1 6-Methoxy-4-(methyl-d3)-2H-benzo[b][1,4]oxazin-3(4H)-one